(4-(3-((4-(4'-chloro-5'-oxo-5'H-spiro[cyclohexane-1,7'-indolo[1,2-a]quinazolin]-9'-yl)piperidin-1-yl)methyl)-1-oxa-9-azaspiro[5.5]undecan-9-yl)-2,6-difluorophenyl)piperidine-2,6-dione ClC=1C=2C(N=C3N(C2C=CC1)C1=CC=C(C=C1C31CCCCC1)C1CCN(CC1)CC1COC3(CC1)CCN(CC3)C3=CC(=C(C(=C3)F)N3C(CCCC3=O)=O)F)=O